N-(3-((5-(4-bromo-3-chloro-5-fluorophenyl)-2-((1-methyl-1H-pyrazol-4-yl)amino)pyrimidin-4-yl)amino)-4-fluorophenyl)acrylamide BrC1=C(C=C(C=C1F)C=1C(=NC(=NC1)NC=1C=NN(C1)C)NC=1C=C(C=CC1F)NC(C=C)=O)Cl